2-cyclopropyl-N-(4-(ethylsulfonyl)benzyl)-1-(2-(trifluoromethoxy)benzyl)-1H-benzo[d]imidazole-5-carboxamide C1(CC1)C1=NC2=C(N1CC1=C(C=CC=C1)OC(F)(F)F)C=CC(=C2)C(=O)NCC2=CC=C(C=C2)S(=O)(=O)CC